N-(4-((3-chloro-4-fluorophenyl)amino)-7-(3-(4-(4-(2-((2-(2,6-dioxopiperidin-3-yl)-1,3-dioxoisoindolin-4-yl)amino)acetyl)piperazin-1-yl)piperidin-1-yl)propoxy)quinazolin-6-yl)acrylamide ClC=1C=C(C=CC1F)NC1=NC=NC2=CC(=C(C=C12)NC(C=C)=O)OCCCN1CCC(CC1)N1CCN(CC1)C(CNC1=C2C(N(C(C2=CC=C1)=O)C1C(NC(CC1)=O)=O)=O)=O